5-fluoro-7-((1-(2-(4-(4-nitrophenoxy)piperidin-1-yl)ethyl)piperidin-4-yl)methoxy)-2-(((tetrahydro-2H-pyran-4-yl)thio)methyl)quinazolin-4(3H)-one FC1=C2C(NC(=NC2=CC(=C1)OCC1CCN(CC1)CCN1CCC(CC1)OC1=CC=C(C=C1)[N+](=O)[O-])CSC1CCOCC1)=O